2-(acetylamino)-1,2,3-trideoxy-β-D-glucopyranose ethyl-2-(4-((tert-butoxycarbonyl)amino)-3-fluorophenyl)-2-(dibenzylamino)acetate C(C)C(C(=O)O)(N(CC1=CC=CC=C1)CC1=CC=CC=C1)C1=CC(=C(C=C1)NC(=O)OC(C)(C)C)F.C(C)(=O)N[C@H]1CO[C@@H]([C@H](C1)O)CO